tert-butyl (S,E)-2-(3-(4-((3-(3-bromophenyl)allyl)oxy)-3-(trifluoromethyl)phenyl)-1,2,4-oxadiazol-5-yl)pyrrolidine-1-carboxylate BrC=1C=C(C=CC1)/C=C/COC1=C(C=C(C=C1)C1=NOC(=N1)[C@H]1N(CCC1)C(=O)OC(C)(C)C)C(F)(F)F